C(C1=CC=CC=C1)C1=C(C=CC=C1)P(O)(=O)C1=CC=CC=C1 benzyl-(diphenylphosphinic acid)